C1(CC1)C1=NC=CC(=C1)C1=NOC(=C1)C(C)N 1-(3-(2-cyclopropylpyridin-4-yl)isoxazol-5-yl)ethan-1-amine